methyl 2,3,4,5,6-pentafluorobenzenesulfinate FC1=C(C(=C(C(=C1F)F)F)F)S(=O)OC